N4-(5-(Dimethylamino)-4-(1H-indol-1-yl)pyrimidin-2-yl)-N1-(2-(dimethylamino)ethyl)-5-methoxy-N1-methylbenzene-1,2,4-triamine CN(C=1C(=NC(=NC1)NC=1C=C(C(=CC1OC)N(C)CCN(C)C)N)N1C=CC2=CC=CC=C12)C